FC=1C=C(CNC(N(CC2CCN(CC2)C)CC2=CC=C(C=C2)F)=O)C=CC1OCC(F)(F)F 3-(3-fluoro-4-(2,2,2-trifluoroethoxy)benzyl)-1-(4-fluorobenzyl)-1-((1-methylpiperidin-4-yl)methyl)urea